(4-bromobenzyl)(imino)(methyl)-λ6-sulfanone BrC1=CC=C(CS(=O)(C)=N)C=C1